NC1=NC=CC=C1C1=NC=2C(=NC(=CC2)C2=CC=CC=C2)N1C=1C=CC(=NC1)NC(=O)C1CC2(CC(C2)C(=O)O)C1 6-((5-(2-(2-aminopyridin-3-yl)-5-phenyl-3H-imidazo[4,5-b]pyridin-3-yl)pyridin-2-yl)carbamoyl)spiro[3.3]heptane-2-carboxylic acid